NC=1C=CC(=C(C1)C#CCNC(OC(C)(C)C)=O)F tert-butyl (3-(5-amino-2-fluorophenyl)prop-2-yn-1-yl)carbamate